Methyl 2,6-Dimethoxy-4-(4,4,5,5-Tetramethyl-1,3,2-Dioxaborolan-2-Yl)Benzoate COC1=C(C(=O)OC)C(=CC(=C1)B1OC(C(O1)(C)C)(C)C)OC